Spiro[8-azoniabicyclo[3.2.1]octane-8,1'-azolidin-1-ium]-3-yl 2-hydroxy-2,2-diphenyl-acetate OC(C(=O)OC1CC2CCC(C1)[N+]21CCCC1)(C1=CC=CC=C1)C1=CC=CC=C1